tert-butyl 4-(5,6,7,8-tetrahydropyrido[3,4-b]pyrazin-3-yl)piperazine-1-carboxylate N1=C2C(=NC(=C1)N1CCN(CC1)C(=O)OC(C)(C)C)CNCC2